Cl.Cl.N(=NC(C(=N)N1CCCC1)(C)C)C(C(N1CCCC1)=N)(C)C 2,2'-azobis[1-imino-1-pyrrolidinyl-2-methylpropane] dihydrochloride